(S)-(3-(difluoromethyl)-1-methyl-1H-pyrazol-5-yl)(4-(4-fluoropyrazolo[1,5-a]pyridin-2-yl)-6,7-dihydro-1H-imidazo[4,5-c]pyridin-5(4H)-yl)methanone FC(C1=NN(C(=C1)C(=O)N1[C@@H](C2=C(CC1)NC=N2)C2=NN1C(C(=CC=C1)F)=C2)C)F